ClC1=NC=2CCN[C@@H](C2C=C1)C (R)-2-chloro-5-methyl-5,6,7,8-tetrahydro-1,6-naphthyridine